ClC1=C(C(=CC=C1)Cl)C=1C(N=CN2N=C(C=CC21)SC2=C(C=C(C=C2)F)F)=O 5-(2,6-dichlorophenyl)-2-(2,4-difluorophenyl)sulfanylpyrimido[1,6-b]pyridazin-6-one